ClC=1C=CC=C(C1N(C)C)N 6-chloro-N1,N1-dimethylbenzene-1,2-diamine